COC=1C2=C(N=C(N1)NC1=CC=C(C=C1)CN1CCC(CC1)C)NC=C2C2=CC=C(C=C2)NS(=O)(=O)C N-(4-(4-methoxy-2-((4-((4-methylpiperidin-1-yl)methyl)phenyl)amino)-7H-pyrrolo[2,3-d]pyrimidin-5-yl)phenyl)methane-sulfonamide